N-[2-(5-Hydroxy-1-methyl-1H-indol-3-yl)ethyl]acetamide OC=1C=C2C(=CN(C2=CC1)C)CCNC(C)=O